[Cl-].C(=C)C1=CC=C(C[P+](CCCC)(CCCC)CCCC)C=C1 (4-vinylbenzyl)tributylphosphonium chloride